3-ethyl-5-hydroxy-2,3-dihydro-1H-pyrido[2,1-f][1,2,4]triazine-4,6-dione C(C)N1CNN2C(C1=O)=C(C(C=C2)=O)O